1-(5-Chloro-1H-indol-3-yl)-3-(4-(3,3-difluoroazetidin-1-yl)phenyl)urea ClC=1C=C2C(=CNC2=CC1)NC(=O)NC1=CC=C(C=C1)N1CC(C1)(F)F